tert-butyl-7-oxo-8-((2-oxo-2,3-dihydro-1H-benzo[d]imidazol-5-yl)methylene)-2-azaspiro[4.4]nonane-2-carboxylate C(C)(C)(C)OC(=O)N1CC2(CC1)CC(C(C2)=CC2=CC1=C(NC(N1)=O)C=C2)=O